2-(4-methylcyclohexyl)-2-(3,3,3-tribromopropyl)-1,3-dimethoxypropane CC1CCC(CC1)C(COC)(COC)CCC(Br)(Br)Br